4-phospholene diisocyanate [N-]=C=O.[N-]=C=O.P1CCC=C1